C(C)(=O)O.CC(CCC)C 4-methylpentane acetate